3-ethyl-3-(3-ethyl-3-oxetanylmethoxymethyl)oxetane C(C)C1(COC1)COCC1(COC1)CC